ClC=1C=CC=2N(C(N=C(C2N1)N1C[C@H](N(C[C@@H]1CC)C(C(NO)=N)C1=CC=C(C=C1)F)CC)=O)C 2-((2R,5S)-4-(6-chloro-1-methyl-2-oxo-1,2-dihydropyrido[3,2-d]pyrimidin-4-yl)-2,5-diethylpiperazin-1-yl)-2-(4-fluorophenyl)-N-hydroxyacetimidamide